iminobutyl-melamine N=CCCCNC1=NC(=NC(=N1)N)N